ClC1=NC=C(C(=C1)N1C(C(=C(C=C1C)OCC1=NC=C(C=C1F)F)Cl)=O)C([2H])([2H])[2H] 2',3-Dichloro-4-((3,5-difluoropyridin-2-yl)methoxy)-6-methyl-5'-(methyl-d3)-2H-[1,4'-bipyridin]-2-one